6-[[4-(trifluoromethylsulfonyl)pyrazol-1-yl]methyl]-2-azaspiro[3.3]heptane-2-carboxylic acid tert-butyl ester C(C)(C)(C)OC(=O)N1CC2(C1)CC(C2)CN2N=CC(=C2)S(=O)(=O)C(F)(F)F